CC1(COC1)C1=NOC=C1 3-(3-methyloxetan-3-yl)1H-isoxazol